5-[2-(2-{[1,1'-Biphenyl]-2-sulfonamido}phenyl)ethynyl]pyridin C=1(C(=CC=CC1)S(=O)(=O)NC1=C(C=CC=C1)C#CC=1C=CC=NC1)C1=CC=CC=C1